CC1(C2CC=C(C1C2)CCO)C 2-(6,6-Dimethylbicyclo[3.1.1]hept-2-en-2-yl)ethanol